FC1=C(C=CC=C1OC)C1=CC=C(C=C1)CCCNC(CC1=CC=C(C=C1)OC)=O N-(3-(2'-fluoro-3'-methoxy-[1,1'-biphenyl]-4-yl)propyl)-2-(4-methoxyphenyl)acetamide